{5-[4-(4-methyl-5-{[3-(trifluoromethyl)phenoxy]methyl}-4H-1,2,4-triazol-3-yl)phenyl]-1,3,4-oxadiazol-2-yl}piperidine CN1C(=NN=C1COC1=CC(=CC=C1)C(F)(F)F)C1=CC=C(C=C1)C1=NN=C(O1)N1CCCCC1